(2-fluoro-5-methyl-phenyl)boranediol FC1=C(C=C(C=C1)C)B(O)O